Difluorobromoacetic acid ethyl ester C(C)OC(C(Br)(F)F)=O